[3,3-bis(4-diethylaminophenyl)phthalide-6-yl]-2,3-bis[3-(octyloxy)phenyl]Quinoxaline C(C)N(C1=CC=C(C=C1)C1(OC(=O)C2=CC(=CC=C12)C1=C2N=C(C(=NC2=CC=C1)C1=CC(=CC=C1)OCCCCCCCC)C1=CC(=CC=C1)OCCCCCCCC)C1=CC=C(C=C1)N(CC)CC)CC